FC1(C(CNCC1C)CCO)F 2-(4,4-difluoro-5-methyl-3-piperidinyl)ethanol